5-Methyl[1,2,4]triazolo[4,3-a]pyridin-3-amine CC1=CC=CC=2N1C(=NN2)N